NC1=C(C2=C(C(N1C1=C3C=NNC3=CC=C1C)=O)C(=C(S2)C2CC2)C)C(=O)N (R)-6-amino-2-cyclopropyl-3-methyl-5-(5-methyl-1H-indazol-4-yl)-4-oxo-4,5-dihydrothieno[3,2-c]pyridine-7-carboxamide